C(C)(C)(C)C=1C(=C(C=C(C1)C(C)(C)C)C(C(=O)O)C)O.C([C@H](O)[C@H](O)CO)O.C([C@H](O)[C@H](O)CO)O.C([C@H](O)[C@H](O)CO)O.C([C@H](O)[C@H](O)CO)O.C([C@H](O)[C@H](O)CO)O pentaerythritol beta-(3,5-di-tert-butyl-hydroxyphenyl)propionate